Ethyl 8-[1-(4-chlorophenoxy)-11-cyano-7,7-difluoroundecan-5-yl]-1,4-dioxaspiro[4.5]dec-7-ene-7-carboxylate ClC1=CC=C(OCCCCC(CC(CCCCC#N)(F)F)C2=C(CC3(OCCO3)CC2)C(=O)OCC)C=C1